BrC1=CC=C(C=C1)[C@H](C)OC (S)-1-bromo-4-(1-methoxyethyl)benzene